3-(4-(4-acetyl-1,4-diazepan-1-yl)pyrimidin-2-yl)imidazo[1,2-a]pyrazine-6-carboxamide C(C)(=O)N1CCN(CCC1)C1=NC(=NC=C1)C1=CN=C2N1C=C(N=C2)C(=O)N